[PH4+].[Br-].S1C=CC=C1 thiophene bromide phosphonium